C1(=CCCC1)C=1C=C(C=CC1)[C@@H](C)NC1=NC(=NC2=CC(=C(C=C12)OC)OC)C N-{(1R)-1-[3-(cyclopent-1-en-1-yl)phenyl]-ethyl}-6,7-dimethoxy-2-methylquinazolin-4-amine